NC1=NC(=C(C=C1C=1C=C2CCNC(C2=CC1)=O)C1=CC=C(C=C1)C1CCN(CC1)CCOC)Cl 6-(2-amino-6-chloro-5-(4-(1-(2-methoxyethyl)piperidin-4-yl)phenyl)pyridin-3-yl)-3,4-dihydroisoquinolin-1(2H)-one